5-(8-((1S,2S)-2-(3-((3R,4R)-3,4-difluoropyrrolidine-1-carbonyl)phenyl)cyclopropyl)imidazo[1,2-b]pyridazin-6-yl)pyrimidine-2,4(1H,3H)-dione F[C@@H]1CN(C[C@H]1F)C(=O)C=1C=C(C=CC1)[C@@H]1[C@H](C1)C=1C=2N(N=C(C1)C=1C(NC(NC1)=O)=O)C=CN2